(R)-2-(5-bromo-1-methyl-1H-indol-3-yl)-7-chloro-10-(3-(4-chloro-3,5-dimethylphenoxy)propyl)-4-methyl-6-(1,3,5-trimethyl-1H-pyrazol-4-yl)-3,4-dihydropyrazino[1,2-a]indol-1(2H)-one BrC=1C=C2C(=CN(C2=CC1)C)N1C(C=2N(C=3C(=C(C=CC3C2CCCOC2=CC(=C(C(=C2)C)Cl)C)Cl)C=2C(=NN(C2C)C)C)[C@@H](C1)C)=O